4-(5-(5-amino-2-azabicyclo[2.2.2]octane-2-yl)-8-(3-hydroxy-4-methoxyphenyl)imidazolo[1,2-c]pyrimidin-7-yl)-2-fluorobenzonitrile hydrochloride Cl.NC1C2CN(C(C1)CC2)C2=NC(=C(C=1N2C=CN1)C1=CC(=C(C=C1)OC)O)C1=CC(=C(C#N)C=C1)F